C(C=C)NCCCN N-allyl-1,3-propylenediamine